2-(4-bromo-2-chlorophenyl)-5-(pyrrolidin-1-yl)-2,6-dihydro-7H-[1,2,3]triazolo[4,5-d]pyrimidin-7-one BrC1=CC(=C(C=C1)N1N=C2C(N=C(NC2=O)N2CCCC2)=N1)Cl